O=C1CC(=CC=C1)O 3-oxo-3H-phenol